COC=1C=CC(=NC1)COC=1C=CC2=C(N=C(O2)C=2C=CC(N(C2)C)=O)C1 5-{5-[(5-methoxypyridin-2-yl)methoxy]-1,3-benzoxazol-2-yl}-1-methyl-1,2-dihydropyridin-2-one